1,1,1,3,3,3-hexafluoro-propan-2-yl (±)-1-(p-tolylcarbamoyl)-6-azaspiro[2.5]octane-6-carboxylate C1(=CC=C(C=C1)NC(=O)[C@@H]1CC12CCN(CC2)C(=O)OC(C(F)(F)F)C(F)(F)F)C |r|